N-(4-(4-bromo-2-fluorophenoxy)-3-(2,6-dimethylpyridin-4-yl)phenyl)ethanesulfonamide BrC1=CC(=C(OC2=C(C=C(C=C2)NS(=O)(=O)CC)C2=CC(=NC(=C2)C)C)C=C1)F